CC1=C(C=CC=C1)CC1=CNC=C1 3-[(2-methylphenyl)methyl]-1H-pyrrole